tert-Butyl 2-methanesulfonyl-6-oxo-2,7-diazaspiro[3.5]nonane-7-carboxylate CS(=O)(=O)N1CC2(C1)CC(N(CC2)C(=O)OC(C)(C)C)=O